(2R)-N-((S)-(5-cyano-6-(trifluoromethyl)pyridin-2-yl)(3-fluoro-4-(trifluoromethoxy)-phenyl)methyl)-2-methyl-3-oxopiperazine-1-carboxamide C(#N)C=1C=CC(=NC1C(F)(F)F)[C@@H](NC(=O)N1[C@@H](C(NCC1)=O)C)C1=CC(=C(C=C1)OC(F)(F)F)F